OC=1C(=C(C(=CC1)C)NC(=O)C1=CN=C(S1)NC1=NC(=CC=C1C)NC(C1=CC=C(C=C1)C(F)(F)F)=O)C N-(3-hydroxy-2,6-dimethyl-phenyl)-2-[[3-methyl-6-[[4-(trifluoromethyl)benzoyl]amino]-2-pyridyl]amino]thiazole-5-carboxamide